CC(=O)C1=C(C=CC(=C1)Cl)Cl 2,5-dichloroacetophenone